[Br-].C(CCCCCCCCCCCCCCC)[N+](C)(C)C hexadecyltrimethylammonium bromide salt